pentaerythritol bis(octylphenyl)phosphite C(CCCCCCC)C1=C(C=CC=C1)P(O)(O)(C1=C(C=CC=C1)CCCCCCCC)OCC(CO)(CO)CO